methyl 2-{3-[4-(2-methoxypyrimidin-5-yl)cyclohexyl]-1,2-oxazol-5-yl}acetate COC1=NC=C(C=N1)C1CCC(CC1)C1=NOC(=C1)CC(=O)OC